ClCCC(CC(C)Cl)Cl 1,3,5-trichlorohexane